BrC=1C=C2C=C(C(=NC2=CC1)N(CC1=CC=C(C=C1)OC)CC1=CC=C(C=C1)OC)C 6-bromo-N,N-bis(4-methoxybenzyl)-3-methylquinolin-2-amine